((1s,3s)-1'-(4-methoxybenzyl)-2'-oxo-1',2'-dihydrospiro(cyclobutane-1,3'-pyrrolo[3,2-b]pyridin)-3-yl)carbamic acid tert-butyl ester C(C)(C)(C)OC(NC1CC2(C(N(C=3C2=NC=CC3)CC3=CC=C(C=C3)OC)=O)C1)=O